2,4,6-Trimethylbenzoylphosphinic ACID ETHYL ESTER C(C)OP(=O)C(C1=C(C=C(C=C1C)C)C)=O